4-(2,2-dimethylpropanoyl)-6-fluoro-3,5-dihydro-2H-1,4-benzoxazepine-8-carboxylic acid CC(C(=O)N1CCOC2=C(C1)C(=CC(=C2)C(=O)O)F)(C)C